C(C)OC(=O)C1(CC12CC2)C(=O)O (ethoxycarbonyl)spiro[2.2]pentane-1-carboxylic acid